propanesulfonyl-silane C(CC)S(=O)(=O)[SiH3]